4-((1-methyl-1H-pyrazol-4-yl)amino)-2-(methylthio)pyrimidine-5-carboxylic acid ethyl ester C(C)OC(=O)C=1C(=NC(=NC1)SC)NC=1C=NN(C1)C